N[C@@H](C(=O)OC(C)(C)C)C t-butyl (2R)-2-aminopropanoate